nickel-europium [Eu].[Ni]